FC=1C(=CC2=CC=C(C(=C2C1F)F)OCC)C1CCC(CC1)=O 4-(3,4,5-trifluoro-6-ethoxynaphthalene-2-yl)cyclohexanone